Tert-butyl 4-{2-butyl-4-(tert-butylamino)-1-(3,4,5,6-tetrahydro-2H-pyran-4-ylmethyl)thieno[3,2-b]imidazo[4,5-d]pyridin-7-yl}hexahydropyridine-1-carboxylate C(CCC)C1=NC=2C(=C3C(=NC2NC(C)(C)C)C=C(S3)C3CCN(CC3)C(=O)OC(C)(C)C)N1CC1CCOCC1